OC(CN(CC(CCCCCC(=O)OC(CCCCCCC(C)C)CCCCCCCC)O)CCO[Si](C)(C)C(C)(C)C)CCCCCC\C=C/CCCCCCCC 8-methyl-1-octylnonyl 8-{[(Z)-2-hydroxy-9-octadecenyl]{2-[(tert-butyl)bis(methyl)siloxy]ethyl}amino}-7-hydroxyoctanoate